2-[[1-(2,2,2-trifluoroethyl)triazol-4-yl]methyl]-2,6-diazaspiro[3.3]heptane FC(CN1N=NC(=C1)CN1CC2(C1)CNC2)(F)F